1,3-BIS(2-FLUOROPHENYL)-5-BROMO-1H-PYRAZOLE-4-CARBOXALDEHYDE FC1=C(C=CC=C1)N1N=C(C(=C1Br)C=O)C1=C(C=CC=C1)F